FC1(CC2(C1)CCN(CC2)C(=O)OC(C)(C)C)F tert-butyl 2,2-difluoro-7-azaspiro[3.5]nonane-7-carboxylate